C(C1=CC=CC=C1)OCC1=NOC(=C1)C(C(=O)OCC)C(C)C ethyl 2-(3-((benzyloxy) methyl) isoxazol-5-yl)-3-methylbutyrate